ClC1=C(C=CC=C1)COCC1=CC=C(C=C1)B(O)O (4-([(2-CHLOROPHENYL)METHOXY]METHYL)PHENYL)BORANEDIOL